FC1=C(CN2CC3(C2)CCN(CC3)C(=O)N3CC2(C3)NC(OCC2)=O)C=CC(=C1)C(F)(F)F 2-[2-[2-fluoro-4-(trifluoromethyl)benzyl]-2,7-diazaspiro[3.5]nonane-7-carbonyl]-7-oxa-2,5-diazaspiro[3.5]nonane-6-one